(8S,11S)-13,18-dimethyl-7-oxa-10,13,18,19-tetraazapentacyclo[15.6.1.12,6.18,11.020,24]hexacosan-1(23),2(26),3,5,17(24),19,21-heptaen-12-one, hydrochloride Cl.CN1C([C@H]2NC[C@@H](OC3=CC=CC(C4=CC=CC5=NN(C(CCC1)=C45)C)=C3)C2)=O